BrC1=C(C2=CC=CC=C2C=C1)C1=CC=CC=C1 2-Bromo-1-phenylnaphthalene